P([O-])([O-])([O-])=S phosphorothioat